2-(3,4,5-trifluorophenoxy)acetic acid FC=1C=C(OCC(=O)O)C=C(C1F)F